N-[2,5-difluoro-4-(trifluoromethyl)phenyl]-5-(2-fluoro-6-methyl-phenyl)-1H-pyrrole-3-sulfonamide FC1=C(C=C(C(=C1)C(F)(F)F)F)NS(=O)(=O)C1=CNC(=C1)C1=C(C=CC=C1C)F